3-(4-(((1s,4s)-4-(aminomethyl)cyclohexyl)(pentyl)amino)-1-oxoisoindolin-2-yl)piperidine-2,6-dione NCC1CCC(CC1)N(C1=C2CN(C(C2=CC=C1)=O)C1C(NC(CC1)=O)=O)CCCCC